N1(CCNCC1)C1=NC=C(C=N1)NC1=CC=C(C=C1)C1=CC2=C(N=CN=C2N2CCS(CC2)(=O)=O)N1 4-(6-(4-((2-(piperazin-1-yl)pyrimidin-5-yl)amino)phenyl)-7H-pyrrolo[2,3-d]pyrimidin-4-yl)thiomorpholine 1,1-dioxide